N(C1=CC=CC=C1)CCC[Si](OC)(OC)OC Gamma-anilinopropyl-trimethoxysilane